1-(piperidin-3-yl)-4-(pyridin-2-yl)piperazine N1CC(CCC1)N1CCN(CC1)C1=NC=CC=C1